C(C)(C)(C)OC(=O)N1C[C@H]2N(CC1)C([C@H](C2)CCC(C2=CC(=NC=C2)OC)O)=O (7S,8aS)-7-(3-hydroxy-3-(2-methoxypyridin-4-yl)propyl)-6-oxohexahydropyrrolo[1,2-a]pyrazine-2(1H)-carboxylic acid tert-butyl ester